1,1,1,3,3,3-hexafluoro-propan-2-yl (S)-1-(((tetra-hydro-2H-pyran-4-yl)-methyl)carbamoyl)-6-azaspiro[2.5]-octane-6-carboxylate O1CCC(CC1)CNC(=O)[C@H]1CC12CCN(CC2)C(=O)OC(C(F)(F)F)C(F)(F)F